diphenyltriazinyl-[(dimethylfluorenyl)benzoselenophenyl]biphenyl C1(=CC=CC=C1)C=1C(=C(C(=C(C1)C1=CC=CC=C1)C=1[Se]C2=C(C1C1=C(C(=CC=3C4=CC=CC=C4CC13)C)C)C=CC=C2)C2=NN=NC=C2)C2=CC=CC=C2